3-methyl-1,5-pentanediol carbonate C(O)(=O)OCCC(CCO)C